4-((4-(2-fluorophenyl)-5-(isopropyl-(methyl)carbamoyl)-2-oxopyridin-1(2H)-yl)methyl)-4-hydroxypiperidine-1-carboxylic acid tert-butyl ester C(C)(C)(C)OC(=O)N1CCC(CC1)(O)CN1C(C=C(C(=C1)C(N(C)C(C)C)=O)C1=C(C=CC=C1)F)=O